FC(C1=NN=C(O1)C1=CC(NC=C1)=O)F 4-(5-(difluoromethyl)-1,3,4-oxadiazol-2-yl)-2-oxopyridin